5-(3-((4-((4-((3,4-dichloro-2-fluorophenyl)amino)-7-methoxyquinazolin-6-yl)oxy)cyclohexyl)Methyl)-3,6-diazabicyclo[3.1.1]heptane-6-yl)-2-(2,6-dioxopiperidin-3-yl)isoindoline ClC=1C(=C(C=CC1Cl)NC1=NC=NC2=CC(=C(C=C12)OC1CCC(CC1)CN1CC2N(C(C1)C2)C=2C=C1CN(CC1=CC2)C2C(NC(CC2)=O)=O)OC)F